ClC1=C2CCC3(CCC=4C(=NC(=NC4C3)OC[C@H]3NCCC3)N3CCN(CC3)C(=O)OC(C)(C)C)C2=CC=C1 tert-butyl 4-(4-chloro-2'-(((S)-pyrrolidin-2-yl)methoxy)-2,3,5',8'-tetrahydro-6'H-spiro[indene-1,7'-quinazolin]-4'-yl)piperazine-1-carboxylate